tert-butyl (2-hydroxybut-3-en-1-yl)(methyl)carbamate OC(CN(C(OC(C)(C)C)=O)C)C=C